3-PHENYL-4-(TRIFLUOROMETHYL)-N-(2-(TRIFLUOROMETHYL)PYRIDIN-4-YL)ISOTHIAZOLE-5-CARBOXAMIDE C1(=CC=CC=C1)C1=NSC(=C1C(F)(F)F)C(=O)NC1=CC(=NC=C1)C(F)(F)F